CCC=CCCC=C methyl-2,6-heptadiene